3-(2,4-dimethylbenzenesulfonyl)-8-(4-methylpiperazin-1-yl)-4H,5H-[1,2,3]triazolo[1,5-a]quinazolin-5-one CC1=C(C=CC(=C1)C)S(=O)(=O)C=1N=NN2C1NC(C1=CC=C(C=C21)N2CCN(CC2)C)=O